OC=1C=CC2=C(OC(C3=C2C=C(C(=C3)O)O)=O)C1 3,8,9-trihydroxy-6h-dibenzo[b,d]pyran-6-one